methyl-5-((4,6-difluoro-5-(4'-((3-(2-hydroxyethoxy)azetidin-1-yl)methyl)-[1,1'-biphenyl]-4-yl)-1H-benzo[d]imidazol-2-yl)oxy)-2-methylbenzoic acid CC=1C(=C(C(=O)O)C=C(C1)OC1=NC2=C(N1)C=C(C(=C2F)C2=CC=C(C=C2)C2=CC=C(C=C2)CN2CC(C2)OCCO)F)C